FC1=CC2=C(C(NC=3C(=CC=CC23)F)=O)O1 2,6-difluorofuro[2,3-c]quinolin-4(5H)-one